N1=CC=C(C=C1)CCCC=O 4-(pyridin-4-yl)butanal